ClC1=CC=C(C=C1)C1=CC(=NC(=N1)C=1C=NC=CC1)N1CC(CC1)NC 1-(6-(4-chlorophenyl)-2-(pyridin-3-yl)pyrimidin-4-yl)-N-methylpyrrolidin-3-amine